BrC1=CC=C(C=N1)\C=N\[S@](=O)C(C)(C)C (R,E)-N-((6-bromopyridin-3-yl)methylene)-2-methylpropane-2-sulfinamide